1-[4-[4-[2-fluoro-4-[[2-(2-methylthiazol-4-yl)-4-pyridyl]oxy]anilino]-1H-pyrazolo[3,4-d]pyrimidin-3-yl]-1-piperidyl]prop-2-en-1-one FC1=C(NC2=C3C(=NC=N2)NN=C3C3CCN(CC3)C(C=C)=O)C=CC(=C1)OC1=CC(=NC=C1)C=1N=C(SC1)C